N[C@@H](CCCCN)C(=O)O.C(N)(O)=O.N1CCOCC1.N1CCOCC1 dimorpholine carbamate L-lysine salt